(2S,4S)-4-(4-(8-chloro-5,6-dihydro-11H-benzo[5,6]cyclohepta[1,2-b]pyridin-11-ylidene)piperidin-1-yl)pyrrolidine-2-carboxylic acid tri-hydrochloride Cl.Cl.Cl.ClC=1C=CC2=C(CCC=3C(=NC=CC3)C2=C2CCN(CC2)[C@H]2C[C@H](NC2)C(=O)O)C1